BrC(C(=O)NC1=CC=C(C=C1)C)(F)F 2-bromo-2,2-difluoro(p-tolyl)acetamide